CN[C@@H](CC(=O)O)C(=O)O N-METHYL-L-ASPARTIC ACID